NCCOCCOCCOCCOCCNC(OC(C)(C)C)=O tert-butyl N-[2-[2-[2-[2-(2-aminoethoxy)-ethoxy]-ethoxy]ethoxy]-ethyl]carbamate